FC1=C(C(=C(C=C1OC)OC)F)C1CCC=2C(=NNC2C1)C1=C(C=NN1C)NC(CC)=O N-(5-(6-(2,6-difluoro-3,5-dimethoxyphenyl)-4,5,6,7-tetrahydro-1H-indazol-3-yl)-1-methyl-1H-pyrazol-4-yl)propanamide